(S)-2-((7-chloro-6-fluoro-8-methoxy-2-(2-methoxyacetyl)-1-methyl-2,3-dihydro-1H-pyrrolo[3,4-c]quinolin-4-yl)amino)-2-oxoethyl acetate C(C)(=O)OCC(=O)NC1=NC=2C(=C(C(=CC2C2=C1CN([C@H]2C)C(COC)=O)OC)Cl)F